dipropyl-tin C(CC)[Sn]CCC